Cl.FC=CCN 3-Fluoro-prop-2-en-1-amine hydrochloride